3-[1-oxo-4-(4-piperidin-4-ylmethyl-benzyloxy)-1,3-dihydro-isoindol-2-yl]-piperidine-2,6-dione Hydrogen Chloride Cl.O=C1N(CC2=C(C=CC=C12)OCC1=CC=C(C=C1)CC1CCNCC1)C1C(NC(CC1)=O)=O